FC=1C=C(C=C(C1)F)C1=NC(=C2N1C=CC(=C2C)S(=O)(=O)C)[N+](=O)[O-] 3-(3,5-difluorophenyl)-8-methyl-7-(methylsulfonyl)-1-nitroimidazo[1,5-a]pyridine